S1C=NC=C1C1=NC2=CC=CC=C2C(=N1)C(=O)O 2-(1,3-thiazol-5-yl)quinazoline-4-carboxylic acid